ClC1=CC(=C(C(=N1)NC)N)C 6-chloro-N2,4-dimethylpyridine-2,3-diamine